fluoromethyl-benzene FCC1=CC=CC=C1